dibutyltin bis(2-ethylhexyl malate) C(C)C(CC(C(=O)[O-])(O)CC(=O)[O-])CCCC.C(C)C(CC(C(=O)[O-])(O)CC(=O)[O-])CCCC.C(CCC)[Sn+4]CCCC